C1(CC1)COC1=C(C=CC(=N1)C(=O)N[C@H](COCF)C)N1CCCC1 6-(Cyclopropylmethoxy)-N-[(2S)-1-(fluoromethoxy)propan-2-yl]-5-(pyrrolidin-1-yl)pyridine-2-carboxamide